6-Fluoro-4-oxo-2-phenyl-chromen FC=1C=C2C(C=C(OC2=CC1)C1=CC=CC=C1)=O